CC1=CC=C(C=C1)S(=O)(=O)OCCCCC(CCCCCCCCO[Si](C)(C)C(C)(C)C)(O)CCCCCCCCO[Si](C)(C)C(C)(C)C 13-((tert-butyldimethylsilyl) oxy)-5-(8-((tert-butyldimethylsilyl) oxy) octyl)-5-hydroxytridecyl 4-methylbenzenesulfonate